N-ethyl-4-fluoro-2-({3-[(E)-2-{1-[3-(pyrrolidine-1-yl)propyl]-1H-pyrazol-4-yl}vinyl]-1H-indazol-6-yl}thio)benzamide C(C)NC(C1=C(C=C(C=C1)F)SC1=CC=C2C(=NNC2=C1)\C=C\C=1C=NN(C1)CCCN1CCCC1)=O